1,3-dioxoisoindol-2-yl-2-ethylhexanoate O=C1N(C(C2=CC=CC=C12)=O)C(C(=O)[O-])(CCCC)CC